NC1=C(C2=C(OCCO2)C=C1)N1CCNCC1 6-Amino-5-(piperazin-1-yl)-2,3-dihydro-1,4-benzodioxine